CO[Si]1(OC(COCCC1)CN1CCN(CC1)C)C 2-methoxy-2-methyl-8-(4-methylpiperazino)methyl-1,6-dioxa-2-silacyclooctane